5-(Tert-butyl)-7-ethyl-3,3-dimethyl-2,3-dihydro-1H-inden-1-one C(C)(C)(C)C=1C=C2C(CC(C2=C(C1)CC)=O)(C)C